OCCNC(O)(C(CO)CO)NCCO Bis(2-hydroxyethylamino)tris(hydroxymethyl)methane